(2S,4S)-1-acryloyl-4-(8-chloro-4-(3-(dimethylamino)azetidin-1-yl)-6-fluoro-7-(3-hydroxy-naphthalen-1-yl)-1H-imidazo[4,5-c]quinolin-1-yl)piperidine-2-carbonitrile C(C=C)(=O)N1[C@@H](C[C@H](CC1)N1C=NC=2C(=NC=3C(=C(C(=CC3C21)Cl)C2=CC(=CC1=CC=CC=C21)O)F)N2CC(C2)N(C)C)C#N